N-(2-benzyloxyethyl)-N,2-dimethyl-but-3-yn-2-amine C(C1=CC=CC=C1)OCCN(C(C)(C#C)C)C